2-fluoro-N-((2R)-1-(7-(4-methoxyphenyl)-10-oxo-3,9-diazaspiro[5.5]undecan-3-yl)-3-methyl-1-oxobutan-2-yl)-5-(trifluoromethyl)benzamide FC1=C(C(=O)N[C@@H](C(=O)N2CCC3(CC2)C(CNC(C3)=O)C3=CC=C(C=C3)OC)C(C)C)C=C(C=C1)C(F)(F)F